Ethyl 2-(2,6-dimethyl-4-((2-oxo-3-(4-(trifluoromethoxy) phenyl) imidazolin-1-yl) methyl) phenoxy)-2-methylpropionate CC1=C(OC(C(=O)OCC)(C)C)C(=CC(=C1)CN1C(N(CC1)C1=CC=C(C=C1)OC(F)(F)F)=O)C